CC1=CC=C(C=C1)S(=O)(=O)OCCOCCOCCOCCOCCOCCOC=1C=CC=2N(C1)C=C(N2)C2=CC=C(C=C2)C=2C(=NC(=CC2)N(C)C)F 2-[2-[2-[2-[2-[2-[2-[4-[6-(dimethylamino)-2-fluoro-pyridin-3-yl]phenyl]-imidazo[1,2-a]pyridin-6-yl]oxyethoxy]ethoxy]ethoxy]ethoxy]ethoxy]ethyl 4-methylbenzene-sulfonate